2-amino-2-methyl-N-(1-methyl-4-oxo-2-(trifluoromethyl)-1,4-dihydroquinolin-7-yl)propionamide NC(C(=O)NC1=CC=C2C(C=C(N(C2=C1)C)C(F)(F)F)=O)(C)C